O.O.[O-][Mo](=O)(=O)[O-].[Na+].[Na+] sodium molybdate dihydrate